5-acetyl-6-methyl-4-(4'-nitrophenyl)-3,4-dihydropyrimidin-2-one C(C)(=O)C=1C(NC(NC1C)=O)C1=CC=C(C=C1)[N+](=O)[O-]